(E)-(5-(p-methylphenyl)pent-4-ene) CC1=CC=C(C=C1)/C=C/CCC